5-{3-fluoro-5-[3-(trifluoromethyl)azetidin-1-yl]pyridin-2-yl}-1-methyl-1H-pyrrole-3-carboxylic acid methyl ester COC(=O)C1=CN(C(=C1)C1=NC=C(C=C1F)N1CC(C1)C(F)(F)F)C